5-(4-fluorophenyl)-6-iodo-7-methyl-7H-pyrrolo[2,3-d]pyrimidin-4-amine FC1=CC=C(C=C1)C1=C(N(C=2N=CN=C(C21)N)C)I